ClC=1C=CC(=C(C1)C1=NNC=C1C1=NC2=CC(=CN=C2C=C1)N1CC=2N(CC1)N=C(N2)N2CCNCC2)F 2-[3-(5-chloro-2-fluoro-phenyl)-1H-pyrazol-4-yl]-7-(2-piperazin-1-yl-6,8-dihydro-5H-[1,2,4]triazolo[1,5-a]pyrazin-7-yl)-1,5-naphthyridine